O=C1[C@@]2(C=3C(=NC=CC3)N1COCC[Si](C)(C)C)CC1=C(SC(=C1)C(=O)OCC)C2 Ethyl (S)-2'-oxo-1'-((2-(trimethylsilyl) ethoxy) methyl)-1',2',4,6-tetrahydrospiro[cyclopenta[B]thiophene-5,3'-pyrrolo[2,3-B]pyridine]-2-carboxylate